cobalt-nickel oxyfluoride O(F)F.[Ni].[Co]